CC=1C2=C3C=CC1C(C1=CC=C4CCN(C(C5=CC=C(CCCCCN3N=N2)C=C5)=O)CC4=C1)CC(=O)NC=1C=NC(=CC1)C 2-[32-Methyl-20-oxo-8,9,10,21-tetraazahexacyclo[19.5.3.216,19.13,7.06,10.024,28]dotriaconta-1(26),3(32),4,6,8,16,18,24,27,30-decaen-2-yl]-N-(6-methylpyridin-3-yl)acetamide